4,4'-(((5-methyl-1,3-phenylene)bis(methylene))bis(oxy))bis(3-methoxybenzimidamide) dihydrochloride Cl.Cl.CC=1C=C(C=C(C1)COC1=C(C=C(C(N)=N)C=C1)OC)COC1=C(C=C(C(N)=N)C=C1)OC